COC=1C=C(C=CC1)C=1C=C2CCN(C2=CC1)C(CNS(=O)(=O)N1CCN(CC1)C)C N-(2-(5-(3-methoxyphenyl)indolin-1-yl)propyl)-4-methylpiperazine-1-sulfonamide